1,5-diethyl glutarate C(CCCC(=O)OCC)(=O)OCC